Cl.C1(CCCCC1)C=1C=C(C(=O)N2CCN(CC2)C(=O)C2=CC(=CC(=C2)C(F)(F)F)N2CCNCC2)C=CC1O[C@@H]1CNCC1 (S)-(4-(3-Cyclohexyl-4-(pyrrolidin-3-yloxy)benzoyl)piperazin-1-yl)(3-(piperazin-1-yl)-5-(trifluoromethyl)phenyl)methanone hydrochloride